N-isopropyl-8-(4-(trifluoromethyl)cyclohex-1-en-1-yl)quinoline-3-carboxamide C(C)(C)NC(=O)C=1C=NC2=C(C=CC=C2C1)C1=CCC(CC1)C(F)(F)F